N-[5-[1-(4-Ethylpiperazin-1-yl)ethyl]pyridin-2-yl]-5-fluoro-4-(2-methyl-3-propan-2-ylthieno[2,3-d]imidazol-5-yl)pyrimidin-2-amine C(C)N1CCN(CC1)C(C)C=1C=CC(=NC1)NC1=NC=C(C(=N1)C1=CC2=C(N(C(=N2)C)C(C)C)S1)F